COC1=C(C(=O)NC2=NC(=CC=C2)C=2N3C(=NN2)CC[C@@H]3C(F)(F)F)C=CC=N1 (R)-2-methoxy-N-(6-(5-(trifluoromethyl)-6,7-dihydro-5H-pyrrolo[2,1-c][1,2,4]triazol-3-yl)pyridin-2-yl)nicotinamide